NC1=CC=C(C=C1)NC(=O)C=1NC=2C=CC3=C(C2C1)C=CC=C3 3H-Benzo[e]indole-2-carboxylic acid (4-amino-phenyl)-amide